OCC[C@H](C1=CC=C(C=C1)N1C(OCC1)=O)NC(=O)C1=CC2=CC=3C[C@H](CCC3N=C2C=C1)C1(CC1)C (S)-N-((R)-3-hydroxy-1-(4-(2-oxooxazolidin-3-yl)phenyl)propyl)-7-(1-methylcyclopropyl)-5,6,7,8-tetrahydroacridine-2-carboxamide